2-(tert-Butoxycarbonyl)-N6-(4-(4-chlorophenyl)-2H-1,2,3-triazole-2-carbonyl)-L-lysine tert-butyl ester C(C)(C)(C)OC(C(N)(CCCCNC(=O)N1N=CC(=N1)C1=CC=C(C=C1)Cl)C(=O)OC(C)(C)C)=O